Fluorene-9-one C1=CC=CC=2C3=CC=CC=C3C(C12)=O